sulfomalonic acid S(=O)(=O)(O)C(C(=O)O)C(=O)O